(3S,6R,7aR,11aR)-6-ethyl-3-isopropyl-9-[[4-(trifluoromethyl)phenyl]methyl]-2,3,6,7,7a,8,10,11-octahydrooxazolo[2,3-j][1,6]naphthyridin-5-one C(C)[C@H]1C(N2[C@]3(CCN(C[C@H]3C1)CC1=CC=C(C=C1)C(F)(F)F)OC[C@@H]2C(C)C)=O